OCC1(CNCC1)O 3-(hydroxymethyl)pyrrolidin-3-ol